N-benzyl-4-carboxy-N,N-dimethylbenzenaminium bromide [Br-].C(C1=CC=CC=C1)[N+](C1=CC=C(C=C1)C(=O)O)(C)C